2-(8-(5-(3,5-difluorophenyl)-4,5-dihydro-1H-pyrazole-1-carbonyl)-5-azaspiro[2.5]oct-5-yl)pyrimidine-4-carbonitrile FC=1C=C(C=C(C1)F)C1CC=NN1C(=O)C1CCN(CC12CC2)C2=NC=CC(=N2)C#N